CC1=CC=C(C=C1)C(C)C p-methylcumene